FC1=CC=C(C=C1)N(N)C 1-(4-fluorophenyl)-1-methylhydrazine